2-(2-chlorophenyl)ethylacetanilide ClC1=C(C=CC=C1)CCCC(=O)NC1=CC=CC=C1